BrC1=CNC2=C(C=C(C=C12)Cl)N1C(CN(CC1)C)=O 1-(3-bromo-5-chloro-1H-indol-7-yl)-4-methyl-piperazin-2-one